NC1=C(C=CC(=C1)NCC1=CC=C(C=C1)C(F)(F)F)NC(CCC1CCCCC1)=O N-(2-Amino-4-((4-(trifluoromethyl)benzyl)amino)phenyl)-3-cyclohexylpropanamid